3-((1S,2R)-2-(4-methyl-4H-1,2,4-triazol-3-yl)cyclopropyl)aniline CN1C(=NN=C1)[C@H]1[C@H](C1)C=1C=C(N)C=CC1